(5-Methyl-2-(2-morpholinylpropoxy)benzyl)benzonitrile CC=1C=CC(=C(CC2=C(C#N)C=CC=C2)C1)OCC(C)N1CCOCC1